5-(6-(4-(6-benzyl-5,6,7,8-tetrahydropyrido[4,3-d]pyrimidin-2-yl)-3-methoxyphenyl)pyrazin-2-yl)thiophen-3-amine C(C1=CC=CC=C1)N1CC2=C(N=C(N=C2)C2=C(C=C(C=C2)C2=CN=CC(=N2)C2=CC(=CS2)N)OC)CC1